ClC=1C(=NC(=NC1)C1=C(C=C(C=C1C)C)OC)NC(=O)[C@H]1CN(CCC1)C(=O)OC(C)(C)C tert-butyl (3R)-3-[[5-chloro-2-(2-methoxy-4,6-dimethyl-phenyl)pyrimidin-4-yl]carbamoyl]piperidine-1-carboxylate